COC1=NC=CC(=C1N1CCC(CC1)N1C(N(C=2C(C1)=CN(N2)C)[C@H](C)C2=C(C=CC=C2)C(F)(F)F)=O)C |o1:24| 5-(2'-Methoxy-4'-methyl-3,4,5,6-tetrahydro-2H-[1,3']bipyridinyl-4-yl)-2-methyl-7-[(R)- or (S)-1-(2-trifluoromethyl-phenyl)-ethyl]-2,4,5,7-tetrahydro-pyrazolo[3,4-d]pyrimidin-6-one